C(C1=CC=CC=C1)N1N=NC(=C1)C(=O)NC1C(N(C=2N(CC1)N=C(C2)C2=CC=CC=C2)C)=O 1-Benzyl-N-(4-methyl-5-oxo-2-phenyl-5,6,7,8-tetrahydro-4H-pyrazolo[1,5-a][1,3]diazepin-6-yl)-1H-1,2,3-triazol-4-carboxamid